5-((R)-1-(3,5-Dichloropyridin-4-yl)ethoxy)-N-(1-(1-Methylpyrrolidin-3-yl)-1H-Pyrazol-4-yl)-1H-Indazol-3-Carboxamid ClC=1C=NC=C(C1[C@@H](C)OC=1C=C2C(=NNC2=CC1)C(=O)NC=1C=NN(C1)C1CN(CC1)C)Cl